C(C1=CC=CC=C1)N1C(=NC2=NC=C(C=C21)C=2C(=NOC2C)C)NC2CCOCC2 1-benzyl-6-(3,5-dimethylisoxazol-4-yl)-N-(tetrahydro-2H-pyran-4-yl)-1H-imidazo[4,5-b]pyridin-2-amine